ClC=1N=C(C2=C(N1)CC(C2)(C)C)Cl 2,4-dichloro-6,6-dimethyl-5,7-dihydrocyclopenta[d]pyrimidine